N-((6-amino-2-methylpyridin-3-yl)methyl)-1-chloro-4-oxo-3-((pyrazin-2-ylmethyl)amino)-4,6,7,8-tetrahydropyrrolo[1,2-a]pyrazine-6-carboxamide NC1=CC=C(C(=N1)C)CNC(=O)C1CCC=2N1C(C(=NC2Cl)NCC2=NC=CN=C2)=O